tert-butyl (1R,5S,6r)-6-(2-methyl-1,3-thiazol-4-yl)-3-azabicyclo[3.1.0]hexane-3-carboxylate CC=1SC=C(N1)C1[C@H]2CN(C[C@@H]12)C(=O)OC(C)(C)C